3-{4-methyl-4,7-diazaspiro[2.5]octan-7-yl}cyclobutane-1-carboxamide CN1C2(CC2)CN(CC1)C1CC(C1)C(=O)N